3-(3-bromophenyl)-4,4,4-trifluorobutanoic acid BrC=1C=C(C=CC1)C(CC(=O)O)C(F)(F)F